7-(4-((2-methoxyethoxy)methoxy)-3-nitrophenyl)-3-(4-(trifluoromethyl)phenyl)-6,7-dihydro-1,7-naphthyridin-8(5H)-one COCCOCOC1=C(C=C(C=C1)N1CCC=2C=C(C=NC2C1=O)C1=CC=C(C=C1)C(F)(F)F)[N+](=O)[O-]